C(CCCCCCCCCCCCCCC)N1CCOCC1.[Na] sodium hexadecyl-morpholine